2-(4-(4-sulfamoylbenzyl)-3-(3-((tetrahydrofuran-3-yl)methoxy)phenyl)-1H-pyrazol-1-yl)thiazole-4-carboxylic acid S(N)(=O)(=O)C1=CC=C(CC=2C(=NN(C2)C=2SC=C(N2)C(=O)O)C2=CC(=CC=C2)OCC2COCC2)C=C1